Cl.Cl.N(=NC(C(=N)NC1=CC=CC=C1)(C)C)C(C(=N)NC1=CC=CC=C1)(C)C azobis(2-methyl-N-phenylpropionamidine) dihydrochloride